C(C)C=1SC(=C(N1)C1=CC=CC=C1)OC1=CC(=NC=C1)NC1=NC=C(C=C1)N1CC(CC1)NC 4-((2-ethyl-4-phenylthiazol-5-yl)oxy)-N-(5-(3-(methylamino)pyrrolidin-1-yl)pyridin-2-yl)pyridin-2-amine